2-(2-methoxyphenyl)-2-(4-(4-(5,6,7,8-tetrahydro-1,8-naphthyridin-2-yl)butyrylamino)piperidin-1-yl)acetic acid COC1=C(C=CC=C1)C(C(=O)O)N1CCC(CC1)NC(CCCC1=NC=2NCCCC2C=C1)=O